tert-butyl 3-(3-nitrophenyl)azetidine-1-carboxylate [N+](=O)([O-])C=1C=C(C=CC1)C1CN(C1)C(=O)OC(C)(C)C